CC1=C(OC=2CCC3=CN(N=C3C21)C[C@H]2CN(CCO2)C)C(=O)O 8-Methyl-2-{[(2R)-4-methylmorpholin-2-yl]methyl}-4,5-dihydro-2H-furo[2,3-g]indazole-7-carboxylic acid